N-(3-(3-fluoropyridin-2-yl)-1-((1r,3r)-3-(2,2,2-trifluoroethoxy)cyclobutyl)-1H-pyrazol-4-yl)-2-(1H-pyrazol-4-yl)thiazole-4-carboxamide formate C(=O)O.FC=1C(=NC=CC1)C1=NN(C=C1NC(=O)C=1N=C(SC1)C=1C=NNC1)C1CC(C1)OCC(F)(F)F